O1C(CCC1)COC1=CC=C(C=C1)B(O)O [4-(OXOLAN-2-YLMETHOXY)PHENYL]BORANEDIOL